tert-butyl (2-(6-bromo-1H-indole-2-carboxamido)ethyl)carbamate BrC1=CC=C2C=C(NC2=C1)C(=O)NCCNC(OC(C)(C)C)=O